O=C1NC(CCC1NC(=O)C1=CC=C(C=2NC(=NC21)C)CNC(OC(C)(C)C)=O)=O Tert-butyl ((4-((2,6-dioxopiperidin-3-yl)carbamoyl)-2-methyl-1H-benzo[d]imidazol-7-yl)methyl)carbamate